tert-butyl-(2R,4R)-4-((6-((1-(tert-butyl)-5-methyl-1H-pyrazol-3-yl)-amino)-3-fluoro-4-isopropylpyridin-2-yl) methyl)-1-(3-chloro-2-fluorobenzyl)-2-methylpiperidine-4-carboxylate C(C)(C)(C)OC(=O)[C@]1(C[C@H](N(CC1)CC1=C(C(=CC=C1)Cl)F)C)CC1=NC(=CC(=C1F)C(C)C)NC1=NN(C(=C1)C)C(C)(C)C